tert-butyl (2S)-2-(4-bromo-2-(hex-5-en-1-yloxy) phenyl)-4-hydroxypiperidine-1-carboxylate BrC1=CC(=C(C=C1)[C@H]1N(CCC(C1)O)C(=O)OC(C)(C)C)OCCCCC=C